P(=O)(OCN1N=CC(=C1)C=1SC=C(N1)C(NC=1C(=NN(C1)C)C1=NC=CC=C1)=O)([O-])[O-].[K+].[K+] potassium (4-(4-((1-methyl-3-(pyridin-2-yl)-1H-pyrazol-4-yl)carbamoyl)thiazol-2-yl)-1H-pyrazol-1-yl)methyl phosphate